C1(CCCC1)CC(=O)N1CC=2C=CC(=NC2CC1)C1CCN(CC1)CCO 2-cyclopentyl-1-(2-(1-(2-hydroxyethyl)piperidin-4-yl)-7,8-dihydro-1,6-naphthyridin-6(5H)-yl)ethan-1-one